(R)-9-(N-Acetylcarbamoyl)-4-(dimethylamino)-8,10,11-trihydroxy-12-oxo-5a,6-dihydro-5H-naphthacen-1-yl acetate C(C)(=O)OC1=CC=C(C=2C[C@H]3CC4=CC(=C(C(=C4C(=C3C(C12)=O)O)O)C(NC(C)=O)=O)O)N(C)C